N-methyl-5-{6-oxo-2H,4H,5H,6H,7H-pyrazolo[3,4-b]pyridin-4-yl}-2-{[2-(trifluoromethyl)phenyl]methoxy}benzamide CNC(C1=C(C=CC(=C1)C1C=2C(NC(C1)=O)=NNC2)OCC2=C(C=CC=C2)C(F)(F)F)=O